methylenebis(4-tert-butyl-2-oxazolin) C(C=1OCC(N1)C(C)(C)C)C=1OCC(N1)C(C)(C)C